ClCCN(C1=CC=C(C=C1)O)CCCl N,N-di(2-chloroethyl)-p-hydroxyaniline